ClC1=NC=CC(=C1B(O)O)C1=CC=CC=C1 2-CHLORO-4-PHENYLPYRIDINE-3-BORONIC ACID